4-((7-(methyl(tetrahydro-2H-pyran-4-yl)amino)-2-phenyl-1H-indol-5-yl)methyl)thiomorpholine 1,1-dioxide CN(C=1C=C(C=C2C=C(NC12)C1=CC=CC=C1)CN1CCS(CC1)(=O)=O)C1CCOCC1